6-chloro-8-fluoro-7-(5-methyl-1H-indazol-4-yl)-2-((1-methylpyrrolidin-2-yl)methoxy)-4-(3-vinyl-5,6-dihydroimidazo[1,5-a]pyrazin-7(8H)-yl)quinazoline ClC=1C=C2C(=NC(=NC2=C(C1C1=C2C=NNC2=CC=C1C)F)OCC1N(CCC1)C)N1CC=2N(CC1)C(=NC2)C=C